[Cl-].[NH3+][C@@H](CCSC)C(=O)O methioninium chloride